C(=O)C1=CC(=C(C=C1)NC(C)=O)OC(F)(F)F N-(4-FORMYL-2-TRIFLUOROMETHOXY-PHENYL)-ACETAMIDE